tert-Butyl (3S)-7-hydroxy-3-[(1R)-1-hydroxy-2-[[2-[2-methoxyethyl(methyl)amino]-6-(oxetan-3-ylamino)pyrimidine-4-carbonyl]amino]ethyl]-3,4-dihydro-1H-isoquinoline-2-carboxylate OC1=CC=C2C[C@H](N(CC2=C1)C(=O)OC(C)(C)C)[C@@H](CNC(=O)C1=NC(=NC(=C1)NC1COC1)N(C)CCOC)O